C1(=CC=CC=C1)OP(OC1=CC=CC=C1)(=O)OP(=O)(OC1=CC=CC=C1)O.OC1=CC=C(C=C1)C(C)(C)C1=CC=C(C=C1)O bisphenol A triphenyl-diphosphate